ClC1=C(C(=O)O)C=C(C(=C1[N+](=O)[O-])O)Cl 2,5-dichloro-3-nitro-4-hydroxybenzoic acid